FC1=C(C=CC(=C1)C(F)(F)F)CN1CC2(C1)CNC2 2-[[2-fluoro-4-(trifluoromethyl)phenyl]methyl]-2,6-diazaspiro[3.3]heptane